C(CC)(=O)[O-].[Na+].O water sodium propionate